C(C)(C)(C)OC(=O)N1C2(CC(C1)C2)C 1-methyl-2-azabicyclo[2.1.1]hexane-2-carboxylic acid tert-butyl ester